C(C)(C)(C)OOCC1=CC=CC=C1 tert-butyl-peroxytoluene